[13C]([13CH3])(=O)[O-] [1,2-13C]-acetate